CN(C)CC1=C(C=CC=C1)C1=CC=C(S1)C(C)NC1=NC(N(C2=CC(=C(C=C12)OC)OC)C)=O 4-((1-(5-(2-((dimethylamino)methyl)phenyl)thiophen-2-yl)ethyl)amino)-6,7-dimethoxy-1-methylquinazolin-2(1H)-one